methyl-formamide dimethylacetal COC(NC)OC